tert-butyl 4-(6-oxo-5-((3-(2,2,2-trifluoroethoxy)pyrazin-2-yl)methyl)-5,6-dihydropyrido[2,3-b]pyrazine-7-yl)piperidine-1-carboxylate O=C1C(=CC=2C(=NC=CN2)N1CC1=NC=CN=C1OCC(F)(F)F)C1CCN(CC1)C(=O)OC(C)(C)C